1-[5-tert-butyl-2-p-tolyl-2H-pyrazol-3-yl]-3-[4-(2-(4-methylaminobenzimidazol-1-yl)ethoxy)naphthalen-1-yl]-urea C(C)(C)(C)C=1C=C(N(N1)C1=CC=C(C=C1)C)NC(=O)NC1=CC=C(C2=CC=CC=C12)OCCN1C=NC2=C1C=CC=C2NC